2-{[(1S)-1-{6-[4-(piperazin-1-yl)tetrahydro-2H-pyran-4-yl]pyridin-3-yl}ethyl]amino}-8-(propan-2-yl)pyrido[2,3-d]pyrimidin-7(8H)-one N1(CCNCC1)C1(CCOCC1)C1=CC=C(C=N1)[C@H](C)NC=1N=CC2=C(N1)N(C(C=C2)=O)C(C)C